4-methoxy-2,3,7,10-tetraazatricyclo[7.4.0.02,6]trideca-1(9),3,5,7-tetraene COC1=NN2C=3CCCNC3C=NC2=C1